CCCCCCCCCCCCCCCCCCCCCCCC[C@H]([C@@H](CCCCCCCCCCCCCCC[C@H]1C[C@H]1CCCCCCCCCCCCCCCCCC[C@@H]([C@@H](C)CCCCCCCCCCCCCCCCCC)O)O)C(=O)O The molecule is a chiral mycolic acid analogue comprising 3-hydroxypropanoic acid having a tetracosanyl group at position 2 and a further long-chain alkyl group containing cyclopropyl and hydroxy functions attached at position 3.